C1NC(N2C1COCC2)=O hexahydro-3H-imidazolo[5,1-c][1,4]oxazin-3-one